3-[trans-4-({3-[3-(methylsulfonyl)propoxy]-1H-pyrazolo[3,4-b]pyridin-5-yl}amino)cyclohexyl]-1-[5-(trifluoromethyl)-3-pyridinyl]-2,4-imidazolidinedione CS(=O)(=O)CCCOC1=NNC2=NC=C(C=C21)N[C@@H]2CC[C@H](CC2)N2C(N(CC2=O)C=2C=NC=C(C2)C(F)(F)F)=O